ClC=1C(=C(C=CC1)NC=1C2=C(N=CN1)C=CC(=N2)N2CNCCC2)F N-(3-chloro-2-fluoro-phenyl)-6-hexahydropyrimidin-1-yl-pyrido[3,2-d]pyrimidin-4-amine